2-(4-(((benzyloxy)carbonyl)amino)piperidin-1-yl)acetic acid C(C1=CC=CC=C1)OC(=O)NC1CCN(CC1)CC(=O)O